FC=1C(=NC(=NC1)NC=1C=C2CCNCC2=CC1OC)NC=1C=CC=C2CNC(C12)=O 7-((5-fluoro-2-((7-methoxy-1,2,3,4-tetrahydroisoquinolin-6-yl)amino)pyrimidin-4-yl)amino)isoindolin-1-one